O=C1NC(CCC1N1C(C2=CC=CC(=C2C1)NCCOCCOCCOCCOCCOCC(=O)O)=O)=O 17-((2-(2,6-dioxopiperidin-3-yl)-1-oxoisoindolin-4-yl)amino)-3,6,9,12,15-pentaoxaheptadecanoic acid